(Z)-neopentyl 2-cyano-2-(3-(piperazin-1-yl)quinoxalin-2(1H)-ylidene)acetate C(#N)/C(/C(=O)OCC(C)(C)C)=C\1/NC2=CC=CC=C2N=C1N1CCNCC1